ethyl 2-(2-((5-bromo-2-fluorobenzofuran-3-yl)methoxy)phenyl)acetate BrC=1C=CC2=C(C(=C(O2)F)COC2=C(C=CC=C2)CC(=O)OCC)C1